(6R,15S)-9-fluoro-15-methyl-2,11,17,20,21,24-hexaazapentacyclo[16.5.2.02,6.07,12.021,25]pentacosane-1(24),7,9,11,18(25),19,22-heptaene-16-one FC=1C=C2[C@H]3CCCN3C=3C=CN4N=CC(NC([C@H](CCC2=NC1)C)=O)=C4N3